OCC(CO)C(C(=O)N)OC1=CC(=C(C(=C1)C)CC1=CC(=C(C=C1)O)C(C)C)C (1,3-dihydroxypropan-2-yl)-2-(4-(4-hydroxy-3-isopropylbenzyl)-3,5-dimethylphenoxy)acetamide